(R)-5-(3-cyclohexyl-2-methyl-1,1-dioxido-5-phenyl-7-(piperidin-4-yloxy)-2,3,4,5-tetrahydrobenzo[f][1,2,5]thiadiazepin-8-yl)-2-fluorobenzoic acid C1(CCCCC1)[C@H]1N(S(C2=C(N(C1)C1=CC=CC=C1)C=C(C(=C2)C=2C=CC(=C(C(=O)O)C2)F)OC2CCNCC2)(=O)=O)C